NC1=NON=C1N 3,4-diamino-furazan